CN1N=CC2=CC=C(C=C12)CN1C=NC2=CC=C(C=C2C1=O)OC1=CC(=NC=C1)C=1C=NN(C1)C 3-[(1-methylindazol-6-yl)methyl]-6-{[2-(1-methylpyrazol-4-yl)-4-pyridyl]oxy}quinazolin-4-one